CN(C(C(=O)OC1CCCCC1)C(C(=O)OC)C1=CC=CC=C1)C1=CC=CC=C1 cyclohexyl 4-methyl 2-(methyl (phenyl) amino)-3-phenylsuccinate